2,2-bis{[3-(dodecylthio)-1-oxopropoxy]methyl}propane-1,3-diyl bis[3-(dodecylthio) propionate] C(CCCCCCCCCCC)SCCC(=O)OCC(COC(CCSCCCCCCCCCCCC)=O)(COC(CCSCCCCCCCCCCCC)=O)COC(CCSCCCCCCCCCCCC)=O